N-(3,4-dichlorobenzyl)-6,7-dimethyl-3-oxo-4-((2S,3S,4R)-2,3,4,5-tetrahydroxypentyl)-3,4-dihydroquinoxaline-2-carboxamide ClC=1C=C(CNC(=O)C2=NC3=CC(=C(C=C3N(C2=O)C[C@@H]([C@@H]([C@@H](CO)O)O)O)C)C)C=CC1Cl